COC([C@H]([C@@H]1CC(CCC1)O)N)=O (2S)-amino[(1S)-3-hydroxycyclohexyl]acetic acid methyl ester